BrC1=NSC(=N1)N1CC2(C1)C[C@@H](CC2)N2CCC(CC2)C2=C(C=CC=C2)OC (R)-3-bromo-5-(6-(4-(2-methoxyphenyl)piperidin-1-yl)-2-azaspiro[3.4]oct-2-yl)-1,2,4-thiadiazole